FC(C=1C=C(C=C(C1)C(F)(F)F)N1N=C(C(=C1O)C(C(F)(F)F)=O)C)(F)F 1-(1-(3,5-bis(trifluoromethyl)phenyl)-5-hydroxy-3-methyl-1H-pyrazol-4-yl)-2,2,2-trifluoroethan-1-one